ClC=1N=C(C2=C(N1)N=C(C=C2)C)C2=C(C=C(C=C2)Cl)F 2-chloro-4-(4-chloro-2-fluorophenyl)-7-methylpyrido[2,3-d]pyrimidine